(S)-2-((((9H-fluoren-9-yl)methoxy)carbonyl)amino)-3-((4-fluorophenyl)(methyl)amino)propanoic acid C1=CC=CC=2C3=CC=CC=C3C(C12)COC(=O)N[C@H](C(=O)O)CN(C)C1=CC=C(C=C1)F